(2-aminoethyl) methacrylate C(C(=C)C)(=O)OCCN